5-((1H-pyrazol-1-yl)methyl)picolinic acid N1(N=CC=C1)CC=1C=CC(=NC1)C(=O)O